(2R,3R,4S,5R,6R)-6-((1-oxa-2-azaspiro[4.5]dec-2-en-3-yl)methyl)-4-(4-(4-bromo-2,3-difluorophenyl)-1H-1,2,3-triazol-1-yl)-2-(hydroxymethyl)-5-methoxytetrahydro-2H-pyran-3-ol O1N=C(CC12CCCCC2)C[C@@H]2[C@@H]([C@H]([C@H]([C@H](O2)CO)O)N2N=NC(=C2)C2=C(C(=C(C=C2)Br)F)F)OC